O1C(CCCC1)N1N=CC(=C1)C1=CC(=C(C=C1)N1CCC(CC1)CN1C(CCC1)=O)C(F)(F)F 1-((1-(4-(1-(tetrahydro-2H-pyran-2-yl)-1H-pyrazol-4-yl)-2-(trifluoromethyl)phenyl)piperidin-4-yl)methyl)pyrrolidin-2-one